C1(CC1)COC1=C(C=CC(=N1)C(=O)N[C@H](COCCF)C)N1CCCC1 6-(cyclopropylmethoxy)-N-[(2S)-1-(2-fluoroethoxy)prop-2-yl]-5-(pyrrolidin-1-yl)pyridine-2-carboxamide